trans-N-({4-methyl-2-azabicyclo[3.1.1]hept-3-yl}methyl)carbamic acid tert-butyl ester C(C)(C)(C)OC(NCC1NC2CC(C1C)C2)=O